5-amino-3-(3-cyanophenyl)-1H-pyrazole-4-carbonitrile NC1=C(C(=NN1)C1=CC(=CC=C1)C#N)C#N